[N+](=O)([O-])C=1C(=NN(C1)CC(F)(F)F)C(=O)OC methyl 4-nitro-1-(2,2,2-trifluoroethyl)-1H-pyrazole-3-carboxylate